1,2,5,6-O-tetranonoyl-sorbitol C(CCCCCCCC)(=O)C(O)[C@](O)([C@@H](O)[C@H](O)[C@](O)(COC(CCCCCCCC)=O)C(CCCCCCCC)=O)C(CCCCCCCC)=O